((tert-butoxycarbonyl)amino)propanoic acid C(C)(C)(C)OC(=O)NC(C(=O)O)C